[Au+3].N[C@@H](CS)C(=O)[O-].N[C@@H](CS)C(=O)[O-].N[C@@H](CS)C(=O)[O-] cysteine gold salt